FC1=C(C=C(C=C1)OC=1C(=C2C=CNC2=CC1F)C)C=1NC(=CN1)C1(COC2=C1C=CC=C2CCC(=O)O)C 3-(3-(2-(2-Fluoro-5-((6-fluoro-4-methyl-1H-indol-5-yl)oxy)phenyl)-1H-imidazol-5-yl)-3-methyl-2,3-dihydrobenzofuran-7-yl)propanoic acid